CN(CCO)CCNC 2-(methyl(2-(methylamino)ethyl)amino)ethan-1-ol